tert-butyl (S)-5-chloro-1-((1,3-dioxoisoindolin-2-yl)methyl)-8-methoxy-3,4-dihydroisoquinoline-2(1H)-carboxylate ClC1=C2CCN([C@@H](C2=C(C=C1)OC)CN1C(C2=CC=CC=C2C1=O)=O)C(=O)OC(C)(C)C